1-(3,4-difluorophenyl)-9-(6-(2,2,2-trifluoroethoxy)pyrimidin-4-yl)-1,9-diazaspiro[5.5]undecan-2-one FC=1C=C(C=CC1F)N1C(CCCC12CCN(CC2)C2=NC=NC(=C2)OCC(F)(F)F)=O